C(C1=CC=CC=C1)OC1=C(C(=CC(=C1)C(F)F)O)C(=O)N1CC2=C(C=CC=C2CC1)NC (2-(Benzyloxy)-4-(difluoromethyl)-6-hydroxyphenyl)(8-(methylamino)-3,4-dihydroisoquinolin-2(1H)-yl)methanone